2-fluorocyclopropan-1-amide FC1C(C1)C(=O)N